CN1N=CC(=C1)NC1=NC=CC(=N1)C1=CC2CCC(C1)N2C(CC#C)=O 1-(3-(2-((1-Methyl-1H-pyrazol-4-yl)amino)pyrimidin-4-yl)-8-azabicyclo[3.2.1]oct-2-en-8-yl)but-3-yn-1-one